ClC(OC1=CC=C(C=C1)NC(=O)C1=CN(C(C=C1)=O)C1=CC=C(C=C1)F)(F)F N-[4-(Chlorodifluoro-methoxy)phenyl]-1-(4-fluorophenyl)-6-oxo-1,6-dihydropyridine-3-carboxamide